ClC=1C=CC(=C(C1)C1=CC(N(C=C1OC)C(C(=O)NC1=CC(=C(C(=O)N)C=C1)F)CCOC)=O)C1=NC(=NO1)C 4-[(2-{4-[5-chloro-2-(3-methyl-1,2,4-oxadiazol-5-yl)phenyl]-5-methoxy-2-oxopyridin-1(2H)-yl}-4-methoxybutyryl)amino]-2-fluorobenzamide